C1(=CC=CC=C1)C1=C(C(=C(C2=C1OC1=C2C=CC=C1)C1=CC=CC=C1)C1=NN=NC=C1)C1=C(C(=CC=2C3=CC=CC=C3CC12)C)C phenyl(dimethylfluorenyl)[triazinyl](phenyldibenzofuran)